OC1=C(C=C(C=C1)OCC1=NC=C(C=C1)OC)NC(=O)C=1C=CC(=[N+](C1)O)C(NC)=O 5-({2-hydroxy-5-[(5-methoxypyridin-2-yl)methoxy]phenyl}carbamoyl)-2-(methylcarbamoyl)pyridin-1-ium-1-ol